COC1=CC=CC(=N1)CN1N=NC(=C1)C=1C=C2CN(C(C2=CC1)=O)C1C(NC(CC1)=O)=O 3-(5-(1-((6-methoxypyridin-2-yl)methyl)-1H-1,2,3-triazol-4-yl)-1-oxoisoindolin-2-yl)piperidine-2,6-dione